(2R)-2-[6-(2-chloropyrimidin-4-yl)-1-oxa-2,3-dihydro-1H-isoindol-2-yl]-N-[(1S)-2-hydroxy-1-(3-methylphenyl)ethyl]propionamide ClC1=NC=CC(=N1)C1=CC=C2CN(OC2=C1)[C@@H](C(=O)N[C@H](CO)C1=CC(=CC=C1)C)C